The molecule is an organic cation obtained by protonation of the four free amino groups of amikacin; major species at pH 7.3. It is an ammonium ion derivative and an organic cation. It is a conjugate acid of an amikacin. C1[C@@H]([C@H]([C@@H]([C@H]([C@@H]1NC(=O)[C@H](CC[NH3+])O)O[C@@H]2[C@@H]([C@H]([C@@H]([C@H](O2)CO)O)[NH3+])O)O)O[C@@H]3[C@@H]([C@H]([C@@H]([C@H](O3)C[NH3+])O)O)O)[NH3+]